CC(C)(CCC[C@H](C=C)C)O |r| (+-)-2,6-DIMETHYL-7-OCTEN-2-OL